C(C)(C)(C)OC(=O)N1CC(CC1)N1C(N=C(C2=CC=C(C=C12)Cl)N(C)C)=O 3-(7-chloro-4-(dimethylamino)-2-oxoquinazolin-1(2H)-yl)pyrrolidine-1-carboxylic acid tert-butyl ester